(1S,2S)-N-[(2S)-2-(dimethylamino)-3-(2-oxo-3-{[2-(trimethylsilyl)ethoxy]methyl}-2,3-dihydro-1,3-benzoxazol-6-yl)propyl]-2-phenylcyclopropane-1-carboxamide CN([C@H](CNC(=O)[C@@H]1[C@H](C1)C1=CC=CC=C1)CC1=CC2=C(N(C(O2)=O)COCC[Si](C)(C)C)C=C1)C